thieno-isochroman C1OCCC2=CC=C3C(=C12)C=CS3